N,N,N-trimethyl-2-[(2-methyl-1-oxo-2-propen-1-yl)amino]-1-ethylammonium C[N+](C)(C)CCNC(C(=C)C)=O